O=C1NC(CCC1N1C(C2=CC=C(C=C2C1=O)OC(C(=O)O)CCCCC)=O)=O ((2-(2,6-dioxopiperidin-3-yl)-1,3-dioxoisoindolin-5-yl)oxy)heptanoic acid